4-(1,3-dimethyl-2,3-dihydro-1H-benzimidazol-2-yl)-N,N-diphenylaniline CN1C(N(C2=C1C=CC=C2)C)C2=CC=C(N(C1=CC=CC=C1)C1=CC=CC=C1)C=C2